C(C)OC1=C(C=CC(=N1)OC1CCC2(CN(C2)C(=O)C2CC(C2)(C)O)CC1)C(F)(F)F (7-((6-Ethoxy-5-(trifluoromethyl)pyridin-2-yl)oxy)-2-azaspiro[3.5]nonan-2-yl)((1s,3s)-3-hydroxy-3-methylcyclobutyl)methanone